undecan-10-en-1-yl-phosphonic acid C(CCCCCCCCC=C)P(O)(O)=O